NC1=C(C2=C(S1)C=CC(=C2C=2C1=C(C=3C=NC(=NC3C2F)N2[C@@H]([C@H](CC2)NC(C)C)C)COC1)F)C#N 2-Amino-5-fluoro-4-(5-fluoro-3-((2R,3S)-3-(isopropylamino)-2-methylpyrrolidin-1-yl)-7,9-dihydrofuro[3,4-f]quinazolin-6-yl)benzo[b]thiophene-3-carbonitrile